ClC1=C(C=CC2=C1C(=NCC=1N2C(=NN1)C1=NC=NC=C1)C1=C(C=CC=C1)F)Cl 7,8-dichloro-6-(2-fluorophenyl)-1-pyrimidin-4-yl-4H-[1,2,4]triazolo[4,3-a][1,4]benzodiazepine